C(C)OC(=O)C=1C(NC(N(C1)C1=CC2=C(N(C(N2CC)=O)C)C=C1)=O)=O 1-(3-ethyl-1-methyl-2-oxo-2,3-dihydro-1H-benzo[d]imidazol-5-yl)-2,4-dioxo-1,2,3,4-tetrahydropyrimidine-5-carboxylic acid ethyl ester